(1H-indole-5-yl)aminofuran N1C=CC2=CC(=CC=C12)NC=1OC=CC1